2-(6-(1,1-difluoro-5-azaspiro[2.3]hex-5-yl)pyrimidin-4-yl)-4-(1H-1,2,3-triazol-1-yl)-1,2-dihydro-3H-pyrazol-3-one FC1(CC12CN(C2)C2=CC(=NC=N2)N2NC=C(C2=O)N2N=NC=C2)F